NC1=NN(C2=CC(=CC(=C12)C1=CC=C(C=C1)N)C1CCN(CC1)C(C(C)C)=O)CC 1-(4-(3-amino-4-(4-aminophenyl)-1-ethyl-1H-indazol-6-yl)piperidin-1-yl)-2-methylpropan-1-one